1-trifluoromethyl-1,2,2-trifluorocyclobutane FC(C1(C(CC1)(F)F)F)(F)F